1-chloro-2-iodo-3-(prop-2-en-1-yloxy)-5-(trifluoromethyl)benzene methyl-2-(2-ethyl-4-methyl-1,3-dioxo-1,2,3,4-tetrahydroisoquinolin-4-yl)acetate COC(CC1(C(N(C(C2=CC=CC=C12)=O)CC)=O)C)=O.ClC1=C(C(=CC(=C1)C(F)(F)F)OCC=C)I